N(=C=O)C1(CCCCC1)N=C=O 4,4-diisocyanato-cyclohexane